5-cyclopropyl-6-methyl-N-[4-(methylsulfonyl)benzyl]-2-oxo-1-[3-(trifluoromethyl)phenyl]-1,2-dihydropyridine-3-carboxamide C1(CC1)C=1C=C(C(N(C1C)C1=CC(=CC=C1)C(F)(F)F)=O)C(=O)NCC1=CC=C(C=C1)S(=O)(=O)C